4,6-dihydrospiro[cyclopenta[d]thiazole-5,4'-piperidine]-1'-carboxylic acid tert-butyl ester C(C)(C)(C)OC(=O)N1CCC2(CC1)CC1=C(N=CS1)C2